tert-butyl 4-(4-(4-(((benzyloxy)carbonyl)amino)piperidin-1-yl)-3-(6-chloro-1H-benzo[d]imidazol-2-yl)-5-(3-fluoro-5-methylphenyl)pyridin-2-yl)piperazine-1-carboxylate C(C1=CC=CC=C1)OC(=O)NC1CCN(CC1)C1=C(C(=NC=C1C1=CC(=CC(=C1)C)F)N1CCN(CC1)C(=O)OC(C)(C)C)C1=NC2=C(N1)C=C(C=C2)Cl